N2-(((9H-fluoren-9-yl)methoxy)carbonyl)-N5-(6-(((benzyloxy)carbonyl)amino)hexyl)-L-glutamine C1=CC=CC=2C3=CC=CC=C3C(C12)COC(=O)N[C@@H](CCC(NCCCCCCNC(=O)OCC1=CC=CC=C1)=O)C(=O)O